(4-(3,5-difluoro-2-(trifluoromethyl)phenyl)piperidin-1-yl)(6-(oxetan-3-yl)-4,5,6,7-tetrahydro-1H-pyrazolo[3,4-c]pyridin-3-yl)methanone FC=1C(=C(C=C(C1)F)C1CCN(CC1)C(=O)C1=NNC=2CN(CCC21)C2COC2)C(F)(F)F